C(C1=CC=CC=C1)C1=C(OCCN2CCN(CC2)C)C(=CC=C1C)C 1-(2-(2-Benzyl-3,6-dimethylphenoxy)ethyl)-4-methylpiperazine